FC(C=1C=CC(=NC1)O[C@@H]1CN(CC1)C1=C(C(=O)Cl)C=CC=C1)(F)F (S)-2-(3-(5-(trifluoromethyl)pyridin-2-yloxy)pyrrolidin-1-yl)benzoyl chloride